FC1=C(C=CC(=C1)C(F)(F)F)C1=NC=NC(=N1)N 6-(2-fluoro-4-(trifluoromethyl)phenyl)-1,3,5-triazin-2-amine